ClC=1C=C(C=C2C(=C(C=NC12)C#N)NC1=CC(=C(C=C1)F)Cl)N[C@H](C=1N=NN(C1)C1COC1)C=1C(=NC(=CC1)Cl)Cl (S)-8-chloro-4-((3-chloro-4-fluorophenyl)amino)-6-(((2,6-dichloropyridin-3-yl)(1-(oxetan-3-yl)-1H-1,2,3-triazol-4-yl)methyl)amino)quinoline-3-carbonitrile